BrC1=CC=C(C=C1)C(C)(C)C=1N=C(SC1)NC(=O)NCC1=CC=C(C=C1)NCCO 1-(4-(2-(4-bromophenyl)propan-2-yl)thiazol-2-yl)-3-(4-((2-hydroxyethyl)amino)benzyl)urea